NC=1SC=CC1C(=O)N 2-aminothiophene-3-carboxamide